Cl.ClC=1C(=NC=CN1)CN (3-chloropyrazine-2-yl)methanamine, hydrochloride